2,6-diazaspiro[3.5]nonane-2-carbonitrile C1N(CC12CNCCC2)C#N